(2R,5S)-tert-butyl 5-(4-chlorobenzyl)-2-(4,5-dimethyloxazol-2-yl)morpholine-4-carboxylate ClC1=CC=C(C[C@H]2CO[C@H](CN2C(=O)OC(C)(C)C)C=2OC(=C(N2)C)C)C=C1